(2-(benzyloxy)-6-(3,5-dichlorophenyl)-3-fluoropyridin-4-yl)methanol C(C1=CC=CC=C1)OC1=NC(=CC(=C1F)CO)C1=CC(=CC(=C1)Cl)Cl